diphenylpropylphosphorus C1(=CC=CC=C1)C(CC[P])C1=CC=CC=C1